trinonyl-(2-methoxyethoxy)silane C(CCCCCCCC)[Si](OCCOC)(CCCCCCCCC)CCCCCCCCC